barium iodide sulfur [S+2].[I-].[Ba+2].[I-].[I-].[I-]